5-(3,4-dihydroxybenzylidene)-2-selenoxoimidazolidine-4-on OC=1C=C(C=C2C(NC(N2)=[Se])=O)C=CC1O